NC1=NN(C2=CC(=C(C=C12)F)C1=CC=C(C2=CC=CC=C12)O)C=1C=NC(=C(C1Cl)C)NC 4-(3-amino-1-(4-chloro-5-methyl-6-(methylamino)pyridin-3-yl)-5-fluoro-1H-indazol-6-yl)naphthalen-1-ol